C1=CC=CC=2C3=CC=CC=C3C(C12)COC(=O)N[C@H](C(=O)O)CCC1=CC(=C(C=C1)C(F)(F)F)C (2S)-2-(9H-fluoren-9-ylmethoxycarbonylamino)-4-[3-methyl-4-(trifluoromethyl)phenyl]butanoic acid